5-(3-{[(1S,4s)-4-aminocyclohexyl]methoxy}-4-chlorophenyl)-1,3,4-oxadiazol-2(3H)-one NC1CCC(CC1)COC=1C=C(C=CC1Cl)C1=NNC(O1)=O